OC[C@@H](CN1CCN(CC1)C(=O)OCC1=CC=CC=C1)S (R)-benzyl 4-(3-hydroxy-2-mercaptopropyl)piperazine-1-carboxylate